C(C)(C)(C)N1C[C@H](NCC1)C=O 4-(tert-butyl)(S)-2-formylpiperazine